C(C)(C)(C)OC(=O)N(C1=NN(C2=CC(=CC=C12)C(=O)OC)C)CCOC methyl 3-[(tert-butoxycarbonyl) (2-methoxyethyl)amino]-1-methylindazole-6-carboxylate